2-(tert-butoxy)-6-chloro-4-(3,6-dihydro-2H-pyran-4-yl)pyridine C(C)(C)(C)OC1=NC(=CC(=C1)C=1CCOCC1)Cl